tripentaerythritol pentamethacrylate C(C(=C)C)(=O)O.C(C(=C)C)(=O)O.C(C(=C)C)(=O)O.C(C(=C)C)(=O)O.C(C(=C)C)(=O)O.OCC(CO)(COCC(CO)(COCC(CO)(CO)CO)CO)CO